N-(3-fluoro-4-(5-oxo-4-((5-(tetrahydro-2H-pyran-3-yl)pyridin-2-yl)amino)-5,6-dihydro-1,6-naphthyridin-2-yl)phenyl)cyclohexanecarboxamide FC=1C=C(C=CC1C1=NC=2C=CNC(C2C(=C1)NC1=NC=C(C=C1)C1COCCC1)=O)NC(=O)C1CCCCC1